C(C)(C)(C)OC(=O)N1CC(CCC1)NN.NC1=CC(=NC=C1)N(C(C)=O)C1=CC(=C(C=C1)C)Cl N-(4-aminopyridin-2-yl)-N-(3-chloro-4-methylphenyl)acetamide Tert-butyl-3-hydrazinylpiperidine-1-carboxylate